C=1(C(=CC=CC1)C(=O)OCCCCC)C n-pentyl toluate